tetrapropylene glycol ditosylate S(=O)(=O)(C1=CC=C(C)C=C1)OC(C)COC(C)COC(C)COC(C)COS(=O)(=O)C1=CC=C(C)C=C1